N-methyl-diazo-p-toluidine CNC1=CC=C(C=C1)C=[N+]=[N-]